O1CCOC12CCC(CC2)C(=O)OC methyl 1,4-dioxaspiro[4.5]decane-8-carboxylate